2-(7-aza-1H-benzotriazol-1-yl)-1,1,3,3-tetramethyluronium N1(N=NC2=C1N=CC=C2)OC(=[N+](C)C)N(C)C